N-[7-methyl-6-oxo-4-({[(1S,4S)-4-(prop-1-yn-1-yl)cyclohexyl]oxy}methyl)-1,3,4,6-tetrahydro-2H-quinolizin-3-yl]ethanesulfonamide CC=1C(N2C(C(CCC2=CC1)NS(=O)(=O)CC)COC1CCC(CC1)C#CC)=O